ClC=1C=C(C=CC1OC=1N=C(SC1C1=NC(=NC=C1)N[C@@H]1CNC[C@H](C1)F)C)NS(=O)(=O)CC(F)(F)F N-[3-chloro-4-[5-[2-[[(3S,5S)-5-fluoro-3-piperidyl]amino]pyrimidin-4-yl]-2-methyl-thiazol-4-yl]oxy-phenyl]-2,2,2-trifluoro-ethanesulfonamide